N[C@@H](CC1=CNC=N1)C(=O)[O-].N[C@@H](CC1=CNC=N1)C(=O)[O-].N[C@@H](CC1=CNC=N1)C(=O)[O-].[Cr+3] chromium trihistidinate